[Hf].CC1=C(C(=C(C1(CC1(C(=CC=2C1=CC=1CCCCC1C2)C)CC)C)C)C)C Pentamethylcyclopentadienyl-dimethyl-(1-ethyl-5,6,7,8-tetrahydro-1H-cyclopenta[b]naphthalene) hafnium